ClC[Si](OC(C)C)(C)C chloromethyl-dimethyl-isopropyl-oxysilane